COCC=1N=C2N(N=C(C(=C2)C)N2CC=3C=C(C=NC3CC2)C=2OC(=CC2)C)C(C1)=O 2-(methoxymethyl)-8-methyl-7-(3-(5-methylfuran-2-yl)-7,8-dihydro-1,6-naphthyridin-6(5H)-yl)-4H-pyrimido[1,2-b]pyridazin-4-one